(E)-Ethyl 5-(3,3-dimethylbut-1-en-1-yl)-4-methylisoxazole-3-carboxylate CC(/C=C/C1=C(C(=NO1)C(=O)OCC)C)(C)C